3,4-dihydroxyphenetylacetic acid OC1C=C(C=CC1(OCC)O)CC(=O)O